O1C(=CC2=C1C=CC=C2)C(N2CCN(CC2)C2=CC=C(C=C2)O)C2=NN=NN2CCCC 4-(4-(benzofuran-2-yl(1-butyl-1H-tetrazol-5-yl)methyl)piperazin-1-yl)phenol